2-(methylthio)-ethylamine CSCCN